C(C)(=O)C1C(N(CC1)CC1=CC=CC=C1)=O (5S)-acetyl-1-benzyl-pyrrolidin-2-one